C[C@H](/C=C/[C@H](C)C(C)C)[C@H]1CC[C@@H]2[C@@]1(CC[C@H]3C2=C[C@H]([C@@]4([C@@]3(CC[C@@H](C4)O)C)O)OC)C The molecule is an ergostanoid that is (22E)-ergosta-7,22-diene substituted by hydroxy groups at positions 3 and 5 and a methoxy group at position 6 (the 3beta,5alpha stereoisomer). It has been isolated from the fungus, Xylaria species. It has a role as a fungal metabolite. It is a 3beta-hydroxy steroid, an ergostanoid, a 5alpha-hydroxy steroid and an ether.